C(CCC)C1=CSC=C1CCCC 3,4-dibutylthiophene